CN1CCC(CC1)(C)CC=1SC2=C(N1)C=C(C=C2)C2=CC[C@@H](CN2C(=O)OC(C)(C)C)C tert-butyl (3S)-6-[2-[(1,4-dimethyl-4-piperidyl)methyl]-1,3-benzothiazol-5-yl]-3-methyl-3,4-dihydro-2H-pyridine-1-carboxylate